(6S,8S)-3-(benzylamino)-1-chloro-N-((5,6-dihydro-4H-thieno[2,3-c]pyrrol-2-yl)methyl)-8-ethyl-4-oxo-4,6,7,8-tetrahydropyrrolo[1,2-a]pyrazine-6-carboxamide hydrochloride Cl.C(C1=CC=CC=C1)NC1=NC(=C2N(C1=O)[C@@H](C[C@@H]2CC)C(=O)NCC2=CC1=C(CNC1)S2)Cl